3-(3-((5-(5-(difluoromethyl)-1,3,4-oxadiazole-2-yl)pyridine-2-yl)methyl)-5-fluoro-2-oxo-2,3-dihydro-1H-benzo[d]imidazole-1-yl)azetidine-1-carboxylate FC(C1=NN=C(O1)C=1C=CC(=NC1)CN1C(N(C2=C1C=C(C=C2)F)C2CN(C2)C(=O)[O-])=O)F